methyl 2-(3-(benzyloxy)-5-(3-chlorophenyl)-4-methylpicolinamido)-2-methylpropanoate C(C1=CC=CC=C1)OC=1C(=NC=C(C1C)C1=CC(=CC=C1)Cl)C(=O)NC(C(=O)OC)(C)C